S(=S)(=O)([O-])[O-].[Cu+].[Cu+] Copper (I) Thiosulfate